OC1=C2C(=CN=C1C(=O)N1CCNCC1)OCC2 4-(4-hydroxy-2,3-dihydrofuro[2,3-c]pyridine-5-carbonyl)piperazin